(2S)-1-[4,6-bis(trifluoromethyl)pyridin-2-yl]-N-(4-bromophenyl)-N-methylpyrrolidine-2-carboxamide FC(C1=CC(=NC(=C1)C(F)(F)F)N1[C@@H](CCC1)C(=O)N(C)C1=CC=C(C=C1)Br)(F)F